2-(1-trityl-1H-imidazol-4-yl)-4H-pyrido[1,2-a]pyrimidin-4-one C(C1=CC=CC=C1)(C1=CC=CC=C1)(C1=CC=CC=C1)N1C=NC(=C1)C=1N=C2N(C(C1)=O)C=CC=C2